ClC=1N=CC=C2C=C(C=NC12)C(CCCNC(OC(C)(C)C)=O)=O tert-butyl (4-(8-chloro-1,7-naphthyridin-3-yl)-4-oxobutyl)carbamate